1-vinyl-3-(2-amino-2-oxoethyl)imidazole chloride [Cl-].C(=C)N1CN(C=C1)CC(=O)N